[Cr].[Al].[Ni].[Co] cobalt nickel aluminum chromium